C1(=CC=CC2=CC=CC=C12)[O-].[Na+] sodium naphtholate